ClC=1C=C(C=CC1F)C(C=1N(C(=C(N1)Cl)SC)COCC[Si](C)(C)C)C1=CC(=C(C=C1)F)Cl 2-[bis(3-chloro-4-fluorophenyl)methyl]-4-chloro-5-(methylsulfanyl)-1-{[2-(trimethylsilyl)ethoxy]methyl}-1H-imidazole